C(C)(=O)NC=1SC=CC(=CN1)CN1CCN(CC1)CC(=O)NC=1C=NC(=CC1)OC 2-(4-{[2-(acetylamino)-1,3-thiazepin-5-yl]methyl}piperazin-1-yl)-N-(6-methoxypyridin-3-yl)acetamide